S(=O)(=O)([O-])[O-].C(CCCCCCCCCCCCCCC)[N+](C)(CCCCCCCCCCCCCCCC)CCCCCCCCCCCCCCCC.C(CCCCCCCCCCCCCCC)[N+](CCCCCCCCCCCCCCCC)(CCCCCCCCCCCCCCCC)C tricetyl-methyl-ammonium sulfate